tert-butyl 3-amino-3-(1,2-difluoroethyl)piperidine-1-carboxylate NC1(CN(CCC1)C(=O)OC(C)(C)C)C(CF)F